C=1(C(=CC=C2C=CC=CC12)N)C=1C(=CC=C2C=CC=CC12)N (1,1'-binaphthyl)-2,2'-diamine